CN1C=C2C[C@H]3N(CC(C[C@@H]3C=3C=CC=C1C32)OC)C 1,6-dimethyl-8-methoxy-ergoline